(S)-2-((S)-2,2-dimethylcyclopropanecarbonyl)-6-(5-(trifluoromethyl)benzo[d]thiazol-7-yl)-2,6-diazaspiro[3.4]octane-8-carboxylic acid CC1([C@H](C1)C(=O)N1CC2(C1)CN(C[C@H]2C(=O)O)C2=CC(=CC=1N=CSC12)C(F)(F)F)C